bis(2,6-dimethoxybenzoyl)octylphosphine oxide COC1=C(C(=O)P(CCCCCCCC)(C(C2=C(C=CC=C2OC)OC)=O)=O)C(=CC=C1)OC